N[C@@H](CC(=O)OCC)C=1C=C(C=CC1)C1=C(C=C(C=C1)F)F ethyl (S)-3-amino-3-(2',4'-difluorobiphenyl-3-yl)propanoate